3-(4-(3-chlorophenyl)-6-phenyl-1,3,5-triazin-2-yl)-9-phenyl-9H-carbazole ClC=1C=C(C=CC1)C1=NC(=NC(=N1)C1=CC=CC=C1)C=1C=CC=2N(C3=CC=CC=C3C2C1)C1=CC=CC=C1